C(#N)C=1C=NC(=NC1)N1CCC(=CC1)C=1C(=CC(=C(C1)NC(=O)C1=CNC(C=C1C(F)(F)F)=O)N1C[C@H](N([C@H](C1)C)C)C)F |r| N-[5-[1-(5-cyanopyrimidin-2-yl)-3,6-dihydro-2H-pyridin-4-yl]-4-fluoro-2-[rac-(3R,5S)-3,4,5-trimethylpiperazin-1-yl]phenyl]-6-oxo-4-(trifluoromethyl)-1H-pyridine-3-carboxamide